((2R,3R)-3-benzyl-1,4-dioxaspiro[4.4]nonane-2-yl)methanol C(C1=CC=CC=C1)[C@@H]1[C@H](OC2(O1)CCCC2)CO